C(CCCCCCCCCCCCCCCCC)N(O)CCCCCCCCCCCCCCCCCC bis(octadecyl)hydroxylamine